Cl.N[C@@H]1C[C@@H](CCC1)NC(=O)C1=CN(CCS1)C=1C2=C(N=CN1)NC=C2 N-((1R,3S)-3-aminocyclohexyl)-4-(7H-pyrrolo[2,3-d]pyrimidin-4-yl)-3,4-dihydro-2H-1,4-thiazine-6-carboxamide hydrochloride